BrC1=NC=CC(=C1)[C@H]1NC(O[C@@H]1C1=CC(=CC=C1)OC)=O |r| (±)-(4R,5R)-4-(2-bromopyridin-4-yl)-5-(3-methoxyphenyl)oxazolidin-2-one